C1(=CC(=CC=C1)C[C@H]1[C@]2(COC(N2)=O)CCCN1C(=O)OC)C1=CC=CC=C1 Methyl (5S,6S)-6-({[1,1'-biphenyl]-3-yl}methyl)-2-oxo-3-oxa-1,7-diazaspiro[4.5]decane-7-carboxylate